2-(3-(aminomethyl)-1-(1-(cis-4-isopropylcyclohexyl)piperidin-4-yl)-1H-indol-2-yl)ethyl sulfamate S(N)(OCCC=1N(C2=CC=CC=C2C1CN)C1CCN(CC1)[C@@H]1CC[C@@H](CC1)C(C)C)(=O)=O